Lithium-Nickel oxid [Ni]=O.[Li]